4-(2-(3-methoxy-4-phenyl-1H-pyrazol-1-yl)-9-methyl-8-vinyl-9H-purin-6-yl)morpholine COC1=NN(C=C1C1=CC=CC=C1)C1=NC(=C2N=C(N(C2=N1)C)C=C)N1CCOCC1